BrCC1=C(N=CS1)C 5-(bromomethyl)-4-methylthiazole